OC1(CCN(CC1)C(C[C@@H](C)C1=CC=CC=C1)=O)CN1C(C=C(C(=C1)C(=O)N1CCC(CC1)O)C1=CC=CC=C1)=O (R)-1-((4-hydroxy-1-(3-phenylbutyryl)piperidin-4-yl)methyl)-5-(4-hydroxypiperidine-1-carbonyl)-4-phenylpyridin-2(1H)-one